CN1C=NC2=C1C(=C(C=C2C2=CC=C(C=C2)OC(F)(F)F)NC(OC)=O)C=C Methyl N-[3-methyl-7-[4-(trifluoromethoxy)phenyl]-4-vinyl-benzimidazol-5-yl]carbamate